tert-butyl 2-[2-cyano-2-(4-fluorophenyl)acetyl]morpholine-4-carboxylate C(#N)C(C(=O)C1CN(CCO1)C(=O)OC(C)(C)C)C1=CC=C(C=C1)F